4-cyclopentyl-4,11-dihydro-5H-3,4,10,11-tetraazadibenzo[cd,h]azulen-5-one C1(CCCC1)N1C(C2=C3C(C=CC3=C3C(C=C2)=CC=NN3)=N1)=O